radium-nickel [Ni].[Ra]